(4-(3,4-difluorophenyl)-2-(morpholinomethyl)piperazine-1-carbonyl)-6-methylquinolin-2(1H)-one FC=1C=C(C=CC1F)N1CC(N(CC1)C(=O)N1C(C=CC2=CC(=CC=C12)C)=O)CN1CCOCC1